C[Si](N(C(C)=O)C)(N(C(C)=O)C)C1=CC=CC=C1 methylphenyl-di(N-methylacetamido)silane